CC1NCC=2C=CC=C(C2C1)O D-3-methyl-1,2,3,4-tetrahydroisoquinolin-5-ol